C1(CCC1)N1N=CC(=C1)NC(=O)C=1N=C(SC1)C1=CC=CC=C1 N-(1-cyclobutyl-1H-pyrazol-4-yl)-2-phenyl-1,3-thiazole-4-carboxamide